2-Methyl-5-{2-[methyl-(2,2,6,6-tetramethylpiperidin-4-yl)amino]-1,3-benzothiazol-6-yl}-2H-indazol-7-carbonitril-Hydrochlorid Cl.CN1N=C2C(=CC(=CC2=C1)C1=CC2=C(N=C(S2)N(C2CC(NC(C2)(C)C)(C)C)C)C=C1)C#N